C(C)N(CCNC(=O)C=1C=C2C(=C(NC2=CC1)C)CC)CC N-(2-(diethylamino)ethyl)-3-ethyl-2-methyl-1H-indole-5-carboxamide